3-aminopropylmethacrylamide NCCCC=C(C(=O)N)C